ethyl 3-chloro-5-formylbenzoate ClC=1C=C(C(=O)OCC)C=C(C1)C=O